ClC=1C(=C(C=CC1)NC(=O)C1=CC(=CC=2NC(=NC21)COC)NC(=O)C2=C(C=CC=C2)Cl)C N-(3-chloro-2-methylphenyl)-6-{[(2-chlorophenyl)carbonyl]amino}-2-(methoxymethyl)-1H-benzimidazole-4-Carboxamide